BrC1=CC(=C(C=C1C)C(C)=O)F 1-(4-bromo-2-fluoro-5-methylphenyl)ethan-1-one